FC=1C=C(C=CC1)C1=NC=CC=C1 2-(3-fluorophenyl)pyridin